1,5-Divinylhexamethyltrisiloxane C(=C)[Si](O[Si](O[Si](C=C)(C)C)(C)C)(C)C